ClC=1C(=CC(=C(C1)C=1C=C(C#N)C=CC1OC(F)(F)F)O)C 3-(5-chloro-2-hydroxy-4-methylphenyl)-4-(trifluoro-methoxy)benzonitrile